tert-butyl 4-amino-2,5-dimethylpiperidine-1-carboxylate NC1CC(N(CC1C)C(=O)OC(C)(C)C)C